6-methyl-6-(methylamino)-6,7-dihydro-5H-pyrazolo[5,1-b][1,3]oxazine CC1(CN2C(OC1)=CC=N2)NC